3-[18-(2-carboxylatoethyl)-7,12-bis(ethenyl)-3,8,13,17-tetramethylporphyrin-21,23-diid-2-yl]propanoate C(=O)([O-])CCC1=C(C=2C=C3C(=C(C(=CC=4C(=C(C(=CC5=C(C(=C([N-]5)C=C1N2)CCC(=O)[O-])C)N4)C=C)C)[N-]3)C=C)C)C